C(C1=CC=CC=C1)C1(CN(CCC1)C(=O)OC(C)(C)C)C=1N(C(C(=C(N1)C(NC=1C=NOC1)=O)O)=O)C tert-butyl 3-benzyl-3-(5-hydroxy-4-(isoxazol-4-ylcarbamoyl)-1-methyl-6-oxo-1,6-dihydropyrimidin-2-yl)piperidine-1-carboxylate